OC=1C=C(C=CC1OC)\C=C/C(=O)C1=CC=C(C=C1)N1C=NC=C1 (Z)-3-(3-Hydroxy-4-methoxyphenyl)-1-(4-imidazol-1-ylphenyl)prop-2-en-1-one